N-(3-bromo-5-(2-chloro-5-fluorobenzoyl)-4-cyano-1-(3-fluoro-5-(trifluoromethyl)benzoyl)-1H-indazol-6-yl)-3-fluoro-5-(trifluoromethyl)benzamide BrC1=NN(C2=CC(=C(C(=C12)C#N)C(C1=C(C=CC(=C1)F)Cl)=O)NC(C1=CC(=CC(=C1)C(F)(F)F)F)=O)C(C1=CC(=CC(=C1)C(F)(F)F)F)=O